N1=CC(=CC=C1)C1=NN(C(=C1)C(F)(F)F)C1=CC=C(C=C1)NC1=NC=CC2=CC=CC=C12 N-[4-[3-(3-pyridyl)-5-(trifluoromethyl)-1H-pyrazol-1-yl]phenyl]-1-isoquinolinamine